(S)-3-(4-(2-(4-((S)-2-chloro-3-hydroxypropoxy)phenyl)propan-2-yl)phenoxy)propane-1,2-diol Cl[C@H](COC1=CC=C(C=C1)C(C)(C)C1=CC=C(OC[C@H](CO)O)C=C1)CO